N4-[[4-(trifluoromethyl)phenyl]methyl]pyrimidine-4,6-diamine FC(C1=CC=C(C=C1)CNC1=NC=NC(=C1)N)(F)F